ClC1=C(CN2OCC(C2=O)(C)C)C=CC=C1 2-(2-chlorobenzyl)-4,4-dimethylisoxazol-3-one